6,6,9-trimethyl-3-pentyl-2-(thiophen-3-yl)-6a,7,8,10a-tetrahydro-6H-benzo[c]chromen-1-ol CC1(OC=2C=C(C(=C(C2C2C1CCC(=C2)C)O)C2=CSC=C2)CCCCC)C